C(CCCCCCCCC)N(CCO)CCOC1=CC(=CC(=C1)CCCCCCCCCCCCCCC)OCC(CCCC)CC 2-(decyl(2-(3-((2-ethylhexyl)oxy)-5-pentadecylphenoxy)ethyl)amino)ethanol